(R)-2-methyl-N-((S)-4'H,6'H-spiro[piperidine-4,5'-pyrrolo[1,2-c][1,2,3]triazol]-4'-yl)propane-2-sulfinamide CC(C)(C)[S@@](=O)N[C@H]1C2(CN3N=NC=C31)CCNCC2